COC1=CC(=C(C=2CC(OC21)(C)C)[N+](=O)[O-])C(=O)OC methyl 7-methoxy-2,2-dimethyl-4-nitro-2,3-dihydrobenzofuran-5-carboxylate